FC=1C=C(C=C(C1)F)N1C(O[C@@](C1)(C)C(=O)N[C@H]1CC=C(C1)C(=O)OCC(F)(F)F)=O 2,2,2-Trifluoroethyl (4S)-4-[[[(5R)-3-(3,5-difluorophenyl)-5-methyl-2-oxo-5-oxazolidinyl]carbonyl]amino]-1-cyclopentene-1-carboxylate